C[C@H]1[C@@H]([C@H]([C@H]([C@@H](O1)OC[C@@H]2[C@H]([C@@H]([C@H]([C@@H](O2)OC3=C(OC4=CC(=O)C=C(C4=C3)O[C@H]5[C@@H]([C@H]([C@@H]([C@H](O5)CO)O)O)O)C6=CC=C(C=C6)O)O)O)O)O)O)O The molecule is the conjugate base of pelargonidin 3-O-rutinoside 5-O-beta-D-glucoside; major species at pH 7.3. It is a conjugate base of a pelargonidin 3-O-rutinoside 5-O-beta-D-glucoside.